N[C@H]1CN(CC1)C(=O)OC methyl (3R)-3-amino-pyrrolidine-1-carboxylate